FC1=C(C=C(C=C1)CC1=NNC(C2=CC=C(C=C12)F)=O)C1=CC2=C(NC(=N2)NC(OCC)=O)C=C1 Ethyl (5-(2-fluoro-5-((7-fluoro-4-oxo-3,4-dihydrophthalazin-1-yl)methyl) phenyl)-1H-benzoimidazol-2-yl)carbamate